C(C)OC(=O)C=1C=NC2=CN=C(C=C2C1NC(C)C)C=1C=NNC1 4-(isopropylamino)-6-(1H-pyrazol-4-yl)-1,7-naphthyridine-3-carboxylic acid ethyl ester